C1(=CC=CC=C1)S(=O)(=O)N1C(=CC2=C(C=C(C=C12)Cl)N(C(OC(C)(C)C)=O)C1CCN(CC1)C)I tert-butyl N-[1-(benzenesulfonyl)-6-chloro-2-iodo-1H-indol-4-yl]-N-(1-methylpiperidin-4-yl)-carbamate